(S)-1-(6-cyanopyridin-2-yl)-3-methoxy-N-(6-(5-methyl-6,7-dihydro-5H-pyrrolo[2,1-c][1,2,4]triazol-3-yl)pyridin-2-yl)-1H-pyrazole-4-carboxamide C(#N)C1=CC=CC(=N1)N1N=C(C(=C1)C(=O)NC1=NC(=CC=C1)C=1N2C(=NN1)CC[C@@H]2C)OC